diallylmethylethyl-ammonium C(C=C)C(CC=C)[NH2+]CC